2,7-bis(1-propynyl)-9-fluorenylmethanol C(#CC)C1=CC=2C(C3=CC(=CC=C3C2C=C1)C#CC)CO